methyl 8-[(3-{8-bromo-3-[(trifluoromethyl)sulfanyl]indolizin-2-yl}prop-2-yn-1-yl)amino]imidazo[1,2-a]pyridine-6-carboxylate BrC1=CC=CN2C(=C(C=C12)C#CCNC=1C=2N(C=C(C1)C(=O)OC)C=CN2)SC(F)(F)F